COC(CC(C(=O)N(CC(CC)C)CC(OCC)OCC)N)=O.FC1=CC=CC2=CC(=C3C=CC(OC3=C21)(C2=CC=C(C=C2)OC)C2=CC=C(C=C2)OC)C2=CC(=CC=C2)C2=C1C=CC(OC1=C1C(=C2)C=CC=C1F)(C1=CC=C(C=C1)OC)C1=CC=C(C=C1)OC 1,3-bis(10-fluoro-2,2-bis(4-methoxyphenyl)-2H-benzo[H]chromen-5-yl)benzene methyl-3-amino-4-((2,2-diethoxyethyl)(2-methylbutyl)amino)-4-oxobutanoate